1-(4-(4-(4-((1H-indazol-5-yl)amino)quinolin-6-yl)-3-fluorobenzyl)piperazin-1-yl)-2-methylpropan-1-one N1N=CC2=CC(=CC=C12)NC1=CC=NC2=CC=C(C=C12)C1=C(C=C(CN2CCN(CC2)C(C(C)C)=O)C=C1)F